ClC1=NC(=CC=C1C(=O)NS(=O)(=O)C1=CC=CC(=N1)NCCCCC1CC(N(C1)C(=O)OC(C)(C)C)(C)C)N1N=CC(=C1)OCCC1(CC1)C(F)(F)F tert-Butyl 4-[4-[[6-[[2-chloro-6-[4-[2-[1-(trifluoromethyl)cyclopropyl] ethoxy]pyrazol-1-yl]pyridine-3-carbonyl]sulfamoyl]-2-pyridyl]amino]butyl]-2,2-dimethyl-pyrrolidine-1-carboxylate